3-(3-(difluoromethoxy)phenyl)-1-isopropyl-N-(3-methyl-1,1-dioxidothietan-3-yl)-1H-pyrrolo[3,2-b]pyridine-6-carboxamide FC(OC=1C=C(C=CC1)C1=CN(C=2C1=NC=C(C2)C(=O)NC2(CS(C2)(=O)=O)C)C(C)C)F